6-azaspiro[3.4]Octane-2-ol C1C(CC12CNCC2)O